N1=C(C=CC=C1)CC(=O)NN 2-(pyridin-2-yl)acetylhydrazine